NC1=C(C(=CC(=C1)F)I)O 2-amino-4-fluoro-6-iodophenol